thiadiazol-spiropyrimidinetrione N1C(NC(C(C12N=NC=C2)=O)=O)=O